O=C1NC(CCC1N1C(C2=CC=C3C(=C2C1=O)OCC1(N3C)CNC1)=O)=O 8'-(2,6-dioxopiperidin-3-yl)-4'-methyl-2'H-spiro[azetidine-3,3'-[1,4]oxazino[2,3-e]isoindole]-7',9'(4'H,8'H)-dione